propenyl phenyl ether ammonium sulfate salt S(=O)(=O)([O-])[O-].[NH4+].C1(=CC=CC=C1)OC=CC.[NH4+]